C(C1CO1)OC(C(=C)C)=O.C(C(=C)C)(=O)OCN(C)C dimethylaminomethyl methacrylate glycidyl-methacrylate